(1r,2r)-2-amino-1-phenyl-1,3-propanediol N[C@@H]([C@H](O)C1=CC=CC=C1)CO